C(C1=CC=CC=C1)(=O)O.CC(CO)C(CC)O 2-methyl-1,3-pentanediol benzoate